2,2-difluoro-N-(4-(6-(1-hydroxypropyl)-4-methylpyridin-3-yl)-1-(trifluoromethyl)imidazo[1,2-a][1,6]naphthyridin-8-yl)cyclopropane-1-carboxamide FC1(C(C1)C(=O)NC1=NC=C2C=C(C=3N(C2=C1)C(=CN3)C(F)(F)F)C=3C=NC(=CC3C)C(CC)O)F